BrC1=CC=CC(=N1)C1CN(CCC1)C(=O)OC(C)(C)C tert-butyl 3-(6-bromo-2-pyridyl)piperidine-1-carboxylate